FC1=CC=C(C=C1)C=1NC=C(N1)C1=CC=C(C=C1)F 2,4-bis(4-Fluorophenyl)-1H-imidazol